C(CCCCCCC)[S-] octanthiolate